2-bromo-1-(6-morpholinopyridin-3-yl)ethan-1-one BrCC(=O)C=1C=NC(=CC1)N1CCOCC1